1,3-di-t-butyl-2-ethyl-1,3-propanediol benzoate benzenesulfonate C1(=CC=CC=C1)S(=O)(=O)OC(C(C(OC(C1=CC=CC=C1)=O)C(C)(C)C)CC)C(C)(C)C